methyl-di-(2-heptyl)phosphine CP(C(C)CCCCC)C(C)CCCCC